C(=O)(C=C)N1C(CCC1=O)=O N-acryl-succinimide